lithium di-iso-propylamine C(C)(C)NC(C)C.[Li]